FC(C1=CC=C(/C=C/C2CN(CC2)C(C#CC)=O)C=C1)(F)F (E)-1-(3-(4-(trifluoromethyl)styryl)pyrrolidin-1-yl)but-2-yn-1-one